2-benzamido-N-((tetrahydrofuran-2-yl)methyl)benzamide C(C1=CC=CC=C1)(=O)NC1=C(C(=O)NCC2OCCC2)C=CC=C1